OS(=O)(=O)C(F)(F)F.CN1C=NC=C1 1-methylimidazole triflate